C(#C)C1=C2C(=CC(=CC2=CC=C1F)N)B1OC(C(O1)(C)C)(C)C 5-ethynyl-6-fluoro-4-(4,4,5,5-tetramethyl-1,3,2-dioxaborolan-2-yl)naphthalen-2-amine